3-(2-(2-((2-(2,6-dioxopiperidin-3-yl)-1,3-dioxoisoindolin-5-yl)oxy)acetamido)ethoxy)propanoic acid O=C1NC(CCC1N1C(C2=CC=C(C=C2C1=O)OCC(=O)NCCOCCC(=O)O)=O)=O